C(CCCCCCCC)C1=C(C(=C(C(=C1[2H])[2H])O)[2H])[2H] 4-n-nonylphenol-d4